(2-(2-(((1r,4r)-4-((5'-chloro-6-(((4-cyanotetrahydro-2H-pyran-4-yl)methyl)amino)-[2,4'-bipyridin]-2'-yl)amino)cyclohexyl)amino)propoxy)ethyl)-1,1-difluoromethanesulfonamide ClC=1C(=CC(=NC1)NC1CCC(CC1)NC(COCCC(S(=O)(=O)N)(F)F)C)C1=NC(=CC=C1)NCC1(CCOCC1)C#N